C(=O)O.N1C[C@H](CC1)N1C2=C(OCC1)C=CC=C2C2=C1C(=NC=C2)C=C(S1)CN1C(CCC1=O)=O (S)-1-((7-(4-(pyrrolidin-3-yl)-3,4-dihydro-2H-benzo[b][1,4]oxazin-5-yl)thieno[3,2-b]pyridin-2-yl)methyl)pyrrolidine-2,5-dione, formic acid salt